CC1=C(C(=O)NCC2=C3C=CC=NC3=CC=C2)C=C(C=C1)NC(=O)N 2-methyl-N-(quinolin-5-ylmethyl)-5-ureidobenzamide